monochlorofluoroethylene ClC(=C)F